FC1=C(C=CC(=N1)C(=O)NC([2H])([2H])[2H])N1CCN(CC1)CC=1C=C2NC(C(=NC2=CC1)C)=O 6-fluoro-N-(methyl-d3)-5-(4-((2-methyl-3-oxo-4H-quinoxalin-6-yl)methyl)piperazin-1-yl)pyridine-2-carboxamide